N-(1,1'-Biphenyl-4-Yl)-N-(4-Bromophenyl)-9,9'-Spirobi[9H-Fluoren]-2-Amine C1(=CC=C(C=C1)N(C1=CC=2C3(C4=CC=CC=C4C2C=C1)C1=CC=CC=C1C=1C=CC=CC13)C1=CC=C(C=C1)Br)C1=CC=CC=C1